(4-(7-fluoro-5-methyl-1,3-dihydro-2H-benzo[c]azepin-2-yl)-2,6-dimethylphenyl)-3,3-dimethylbutyramide FC1=CC2=C(CN(CC=C2C)C2=CC(=C(C(=C2)C)C(C(=O)N)C(C)(C)C)C)C=C1